BrC=1C=NN(C1)C(CC(=O)OCC)C1CCCC1 ethyl 3-(4-bromo-1H-pyrazol-1-yl)-3-cyclopentylpropionate